C(C)(C)(C)OC(=O)NC1=CC(=C(C=C1C=C(C)C)N1CCN(CC1)C(=O)OC(C)(C)C)C#N tert-butyl 4-(4-{{tert-butoxy carbonyl}amino}-2-cyano-5-(2-methylprop-1-en-1-yl)phenyl)piperazine-1-carboxylate